C(C1=CC=CC=C1)OC=1C(=C(C=CC1)CN1C(C=2N(CC1)N=C(C2)C2CC2)=O)OC 5-[(3-Benzyloxy-2-methoxy-phenyl)methyl]-2-cyclopropyl-6,7-dihydropyrazolo[1,5-a]pyrazin-4-one